Cl.ClC=1C=C(C(=C(C1)C1=NC=NN2C1=CC(=C2)CN2C(N(C=CC2=O)C)=O)CC2CNC[C@@H](O2)C)C 3-((4-(5-chloro-3-methyl-2-(((6S)-6-methylmorpholin-2-yl)methyl)phenyl)pyrrolo[2,1-f][1,2,4]triazin-6-yl)methyl)-1-methylpyrimidine-2,4(1H,3H)-dione hydrochloride